CC1=C(C(=CC(=C1)C)C)N1C(N(CC1)C1=C(C=C(C=C1C)C)C)=[Ru-4](=CC1=C(C=CC=C1)OC(C)C)(Cl)Cl [1,3-bis(2,4,6-trimethylphenyl)imidazolidin-2-ylidene]-dichloro-[(2-prop-2-yloxyphenyl)methylene]Ruthenium (II)